S1N=CN=C1OC1=C(C=C(C=C1)NC(=O)C1CC(C1)OC)C N-(4-((1,2,4-thiadiazol-5-yl)oxy)-3-methylphenyl)-3-methoxycyclobutane-1-carboxamide